ClC1=C(C=C2CCNCC2=C1)NC1=NC=C(C(=N1)C1=CC(=CS1)NS(=O)(=O)C)C(F)(F)F N-(5-(2-((7-chloro-1,2,3,4-tetrahydroisoquinolin-6-yl)amino)-5-(trifluoromethyl)pyrimidin-4-yl)thiophen-3-yl)methanesulfonamide